2-methyl-3-pyrazolo[1,5-a]pyrimidin-6-yloxy-butan-2-ol CC(C)(C(C)OC=1C=NC=2N(C1)N=CC2)O